1,4λ5-Azaphospholan-4-one N1CCP(C1)=O